OC[C@H](C)NC(=O)C=1C(N(N=C(C1)C1=CC=C(C=C1)OC(F)(F)F)C=1C=NC=CC1)=O N-[(2S)-1-Hydroxypropan-2-yl]-3-oxo-2-(pyridin-3-yl)-6-[4-(trifluoromethoxy)phenyl]-2,3-dihydropyridazine-4-carboxamide